tert-butyl (S)-(1'-(5-bromo-3-(hydroxymethyl)pyrazin-2-yl)-1,3-dihydrospiro[indene-2,4'-piperidine]-1-yl)carbamate BrC=1N=C(C(=NC1)N1CCC2(CC1)[C@@H](C1=CC=CC=C1C2)NC(OC(C)(C)C)=O)CO